N-(6-amino-5-ethylpyridin-3-yl)-2-((2R,5S)-5-methyl-2-(3-(((S)-1-methylpyrrolidin-3-yl)methoxy)phenyl)piperidin-1-yl)-2-oxoacetamide NC1=C(C=C(C=N1)NC(C(=O)N1[C@H](CC[C@@H](C1)C)C1=CC(=CC=C1)OC[C@@H]1CN(CC1)C)=O)CC